3-(3,5-difluoro-4-(4-((4-hydroxy-4-piperidyl)methyl)piperazin-1-yl)anilino)piperidine-2,6-dione FC=1C=C(NC2C(NC(CC2)=O)=O)C=C(C1N1CCN(CC1)CC1(CCNCC1)O)F